1,5-Diphenyl-1H-pyrazole-3-carboxylic acid tert-butylamide C(C)(C)(C)NC(=O)C1=NN(C(=C1)C1=CC=CC=C1)C1=CC=CC=C1